N-((2-formylthiophen-3-yl)methyl)acetamide tert-Butyl-(3R)-3-(6-(4-bromo-6-chloro-1-(tetrahydro-2H-pyran-2-yl)-1H-indazol-5-yl)-2-oxohexyl)piperidine-1-carboxylate C(C)(C)(C)OC(=O)N1C[C@H](CCC1)CC(CCCCC=1C(=C2C=NN(C2=CC1Cl)C1OCCCC1)Br)=O.C(=O)C=1SC=CC1CNC(C)=O